FC=1C=C2C=C(NC2=CC1)C(=O)N(C)[C@@H]1COCC=2NC(C=3C=C(C=CC3C21)F)=O (S)-5-fluoro-N-(8-fluoro-6-oxo-1,4,5,6-tetrahydro-2H-pyrano[3,4-c]isoquinolin-1-yl)-N-methyl-1H-indole-2-carboxamide